N-methyl-N-(2,2,6,6-tetramethylpiperidin-4-yl)-1,3-benzothiazol-2-amine hydrochloride Cl.CN(C=1SC2=C(N1)C=CC=C2)C2CC(NC(C2)(C)C)(C)C